Dibutyltin bis-(isooctyl mercaptoacetate) C(CCCCC(C)C)SCC(=O)[O-].C(CCCCC(C)C)SCC(=O)[O-].C(CCC)[Sn+2]CCCC